CN1N=C2C=CC(=C(C2=C1)C)C1=CC=C(N=N1)NC1C[C@@H]2[C@@H](CN(C2)C([2H])([2H])[C@@H]2OCCCC2)C1 (3aR,5s,6aS)-N-(6-(2,4-dimethyl-2H-indazol-5-yl)pyridazin-3-yl)-2-(((R)-tetrahydro-2H-pyran-2-yl)-methyl-d2)octa-hydrocyclopenta[c]-pyrrol-5-amine